C(C)OC(C)(C)[C@@]1(CN(CC1)C(C)(C)C=1C=NC(=CC1)C)CCC1=NC=CC(N1)=O (S)-2-(2-(3-(2-ethoxypropan-2-yl)-1-(2-(6-methylpyridin-3-yl)propan-2-yl)pyrrolidin-3-yl)ethyl)pyrimidin-4(3H)-one